S1C(=NC2=C1C=CC=C2)OC2=CC=C(C=C2)CCN(CCCNC(=O)N2CCOCC2)CC2CC2 morpholine-4-carboxylic acid [3-({2-[4-(benzothiazol-2-yloxy)-phenyl]-ethyl}-cyclopropylmethyl-amino)-propyl]-amide